C(C1=CC=CC=C1)OC1=C(C=CC(=C1)F)Br (benzyloxy)-1-bromo-4-fluorobenzene